ClC=1C=C(C=CC1Cl)NC(=O)N1[C@H]2CC[C@@H]1CC=1N=C(N=CC12)C1=CC=CC=C1 (5S,8R)-N-(3,4-dichlorophenyl)-2-phenyl-6,7,8,9-tetrahydro-5H-5,8-epiminocyclohepta[d]-pyrimidine-10-carboxamide